O1CNC(C2=C1C=CC=C2)=O 2H-benzo[e][1,3]oxazin-4(3H)-one